methyl 5-fluoro-6-oxo-1,6-dihydropyridine-3-carboxylate FC1=CC(=CNC1=O)C(=O)OC